3-amino-N-((3S,5S)-5-fluoropiperidin-3-yl)-6-(3-(1-methyl-1H-pyrazol-4-yl)phenyl)pyrazine-2-carboxamide NC=1C(=NC(=CN1)C1=CC(=CC=C1)C=1C=NN(C1)C)C(=O)N[C@@H]1CNC[C@H](C1)F